(Z)-7-(5-(6-chloro-2-methoxybenzylidene)-2,4-dioxathiazolidine-3-yl)-N-hydroxyheptanamide ClC1=CC=CC(=C1\C=C/1\ON(OS1)CCCCCCC(=O)NO)OC